FC(C1=C(C=NC(=C1)N[C@H](C(F)(F)F)C)C1=C(N=C(S1)C(=O)N[C@H]1C[C@@H](CC1)O)C(=O)N1[C@H](CCC1)C)F 5-(4-(difluoromethyl)-6-(((S)-1,1,1-trifluoropropan-2-yl)amino)pyridin-3-yl)-N-((1R,3R)-3-Hydroxycyclopentyl)-4-((S)-2-methylpyrrolidine-1-carbonyl)thiazole-2-carboxamide